N[C@H](C(=O)OCCCC)CC=1N=C(OC1)Br butyl (2S)-2-amino-3-(2-bromo-1,3-oxazol-4-yl)propanoate